cyclopentyl-succinic acid benzyl ester C(C1=CC=CC=C1)OC(C(CC(=O)O)C1CCCC1)=O